C(C=C)(=O)OCC1=CC=C(C=C1)OB(O)O 4-acryloyloxymethyl-phenyl-boric acid